CC1(OC(C(C(O1)=O)CC(CC1=CC=CC=C1)NC(OCCCC)=O)=O)C butyl (1-(2,2-dimethyl-4,6-dioxo-1,3-dioxan-5-yl)-3-phenylpropan-2-yl)carbamate